FC1=CC2=C(C=NCS2)C=C1 7-Fluoro-2H-benzo[e][1,3]thiazine